N1=C(C=CC=C1)NC(=O)N[C@H]1CNCC1 (R)-1-(pyridin-2-yl)-3-(pyrrolidin-3-yl)urea